cis-methyl 4-(hydroxymethyl)cyclohexanecarboxylate OC[C@H]1CC[C@H](CC1)C(=O)OC